C12(CCC1)CC1CCC(C2)N1 8-azaspiro[bicyclo[3.2.1]octane-3,1'-cyclobutan]